ethyl 2-{3-[(1,3-benzothiazol-2-yl)amino]7H-pyrrolo[2,3-c]pyridazin-7-yl}-1,3-thiazole-4-carboxylate S1C(=NC2=C1C=CC=C2)NC2=CC1=C(N=N2)N(C=C1)C=1SC=C(N1)C(=O)OCC